N-(4-oxo-1-phenyl-1,2,3,4-tetrahydroquinolin-3-yl)acrylamide O=C1C(CN(C2=CC=CC=C12)C1=CC=CC=C1)NC(C=C)=O